N-(6-(2-(Dimethylamino)ethoxy)-2-(2-hydroxy-5-isopropyl-4-methoxybenzoyl)-1,2,3,4-tetrahydroisoquinolin-7-yl)-N-methylacrylamide CN(CCOC=1C=C2CCN(CC2=CC1N(C(C=C)=O)C)C(C1=C(C=C(C(=C1)C(C)C)OC)O)=O)C